BrC1=C(C=CC=C1)C1(CN(CCC1)C1=NC(=NC(=C1)C(C)C)N)F 4-(3-(2-bromophenyl)-3-fluoropiperidin-1-yl)-6-isopropylpyrimidin-2-amine